(3R)-N-(2-(2,6-dioxopiperidin-3-yl)-1-oxoisoindolin-5-yl)-3-(methoxymethyl)indoline-1-carboxamide O=C1NC(CCC1N1C(C2=CC=C(C=C2C1)NC(=O)N1C[C@@H](C2=CC=CC=C12)COC)=O)=O